phenylbis(2,4,6-trimethylbenzoyl)phosphine lithium [Li].C1(=CC=CC=C1)P(C(C1=C(C=C(C=C1C)C)C)=O)C(C1=C(C=C(C=C1C)C)C)=O